(4-Acryloylpiperazin-1-yl)-6,7-dichloro-1-(2-isopropyl-4-methylpyridin-3-yl)-2-oxo-1,2-dihydro-1,8-naphthyridine-3-carbonitrile C(C=C)(=O)N1CCN(CC1)C1=C(C(N(C2=NC(=C(C=C12)Cl)Cl)C=1C(=NC=CC1C)C(C)C)=O)C#N